ClC(OC1=CC=C(C=C1)NC(=O)C1=CC2=C(N3C(=N2)COCC3)C(=C1)C=1C=NC=NC1)(F)F N-[4-[chloro(difluoro)methoxy]phenyl]-6-pyrimidin-5-yl-3,4-dihydro-1H-[1,4]oxazino[4,3-a]benzimidazole-8-carboxamide